FC1=C(C=CC=C1)N1N=NC(=C1C)CO [1-(2-fluoro-phenyl)-5-methyl-1H-[1,2,3]Triazol-4-yl]-methanol